2-chloro-N-(1-isopropylpiperidin-4-yl)-6,7-dimethoxyquinazolin-4-amine ClC1=NC2=CC(=C(C=C2C(=N1)NC1CCN(CC1)C(C)C)OC)OC